COC1=CC=C(C=C1)[C@@H](C)NC1CCCC12CCNCC2 N-((R)-1-(4-methoxyphenyl)ethyl)-8-azaspiro[4.5]decan-1-amine